tert-butyl 3,3-dimethyl-4-(4-piperidylmethyl)piperazine-1-carboxylate CC1(CN(CCN1CC1CCNCC1)C(=O)OC(C)(C)C)C